ClC=1C=CC(=C(C1)C1=C(C=NC(=C1)C)C(=O)O)C(F)(F)F 4-(5-chloro-2-(trifluoromethyl)phenyl)-6-methylpyridine-3-carboxylic acid